2-ethoxy-1-((2-fluoropyridin-4-yl)methyl)-6-(4-methoxypyrrolo[2,1-f][1,2,4]triazin-5-yl)-1H-imidazo[4,5-b]pyridine C(C)OC=1N(C=2C(=NC=C(C2)C=2C=CN3N=CN=C(C32)OC)N1)CC1=CC(=NC=C1)F